C(C1=CC=CC=C1)OC(N(C)C1CCC2(CC(C2)N2C(C3=CC=CC=C3C2=O)=O)CC1)=O.C(CNC1=NC(=NC(=N1)N)N)NC1=NC(=NC(=N1)N)N ethylenedi-melamine benzyl-N-[2-(1,3-dioxoisoindolin-2-yl)spiro[3.5]nonan-7-yl]-N-methyl-carbamate